5-(4-{4-[(5,5-diethyl-5,6-dihydro-4H-1,3-oxazin-2-yl)amino]-2,6-difluorophenoxy}-1-{[2-(trimethylsilyl)ethoxy]methyl}-1H-pyrrolo[2,3-b]pyridin-3-yl)-2-[(propan-2-yl)oxy]benzonitrile C(C)C1(CN=C(OC1)NC1=CC(=C(OC2=C3C(=NC=C2)N(C=C3C=3C=CC(=C(C#N)C3)OC(C)C)COCC[Si](C)(C)C)C(=C1)F)F)CC